ClCCCOC1=CC(=C(OC=2C=C(C=C3C=NN(C23)C)C(=O)N)C=C1)F 7-[4-(3-chloropropoxy)-2-fluoro-phenoxy]-1-methyl-indazole-5-carboxamide